1-Methoxy-3-methyl-1-[[4-[5-(trifluoromethyl)-1,2,4-oxadiazol-3-yl]phenyl]methyl]urea CON(C(=O)NC)CC1=CC=C(C=C1)C1=NOC(=N1)C(F)(F)F